N-(3-methylpiperidin-3-yl)acetamide 2,2,2-trifluoroacetate FC(C(=O)O)(F)F.CC1(CNCCC1)NC(C)=O